COC(=O)C1=NC(=NC(=C1OC)N)C1=CC=C(C=C1)[Si](C)(C)C 6-amino-5-methoxy-2-(4-(trimethylsilyl)phenyl)pyrimidine-4-carboxylic acid methyl ester